C(N)(=O)NCCC[C@@H](C(NC1=CC=C(C=C1)CO)=O)NC(=O)[C@H](CC(C)C)NC(OCC1C2=CC=CC=C2C=2C=CC=CC12)=O (9H-fluoren-9-yl)methyl N-[(1S)-1-{[(1S)-4-(carbamoylamino)-1-{[4-(hydroxymethyl)phenyl]carbamoyl}butyl]carbamoyl}-3-methylbutyl]carbamate